1-(5-(4-chloro-3-fluorophenyl)-2-(6-methylpyridin-2-yl)oxazol-4-yl)-4-(3-ethyl-3-fluoroazetidin-1-yl)pyrimidin-2(1H)-one ClC1=C(C=C(C=C1)C1=C(N=C(O1)C1=NC(=CC=C1)C)N1C(N=C(C=C1)N1CC(C1)(F)CC)=O)F